2-FORMYLBENZYLAMINE HYDROCHLORIDE Cl.C(=O)C1=C(CN)C=CC=C1